(trans)-N-(5-chloro-6-(2H-1,2,3-triazol-2-yl)pyridin-3-yl)-2-fluoro-8-methyl-8-(trifluoromethyl)-7,8-dihydro-6H-cyclopenta[e]pyrazolo[1,5-a]pyrimidine-6-carboxamide ClC=1C=C(C=NC1N1N=CC=N1)NC(=O)[C@@H]1C[C@](C2=C1C=NC=1N2N=C(C1)F)(C(F)(F)F)C